N-ethyl-2,6-nonadienamide C(C)NC(C=CCCC=CCC)=O